BrC=1C=C(C=C(C1)NCCO)NC(=O)NC1=C(C=CC=C1)CCO 1-[3-bromo-5-(2-hydroxyethylamino)phenyl]-3-[2-(2-hydroxyethyl)phenyl]urea